4,4,5,5-tetramethyl-2-methylene-1,3-dioxane CC1(OC(OCC1(C)C)=C)C